OC[C@H](C1=CC=CC=C1)NC1=CC(=NC=C1C1=NC(=NO1)N1CCOCC1)NC1=CC=C2C(=N1)N(N(C2=O)COC)C(C)C (S)-6-((4-((2-hydroxy-1-phenylethyl)amino)-5-(3-morpholino-1,2,4-oxadiazol-5-yl)pyridin-2-yl)amino)-1-isopropyl-2-(methoxymethyl)-1,2-dihydro-3H-pyrazolo[3,4-b]pyridin-3-one